[Ti].[Ni].[Fe] iron-nickel-titanium